ClC=1C=C(C=CC1F)C(C(=O)N)N1C=C(C2=CC=CC=C12)CO (3-Chloro-4-fluorophenyl)-2-(3-(hydroxymethyl)-1H-indol-1-yl)acetamide